C(C=C)(=O)N[C@H]1C[C@H](CN(C1)C(=O)OC(C)(C)C)C(=O)O (3R,5S)-5-acrylamido-1-(tert-butoxycarbonyl)piperidine-3-carboxylic acid